5-Bromo-7-(1,1-difluoroethyl)-1,3-dimethyl-3,4-dihydroquinazolin BrC1=C2CN(CN(C2=CC(=C1)C(C)(F)F)C)C